(S)-3-methyl-6-(2-(2-methylpyridin-4-yl)morpholino)-2-(trifluoromethyl)-8-(2,4,5-trifluorophenyl)pyrimido[5,4-d]pyrimidin-4(3H)-one CN1C(=NC2=C(C1=O)N=C(N=C2C2=C(C=C(C(=C2)F)F)F)N2C[C@@H](OCC2)C2=CC(=NC=C2)C)C(F)(F)F